O.S(=O)(=O)(O)O.OC=1C=CC=C2C=CC=NC12.OC=1C=CC=C2C=CC=NC12 8-hydroxyquinoline hemisulfate salt hemihydrate